C1(=CC=C(C=C1)P([O-])[O-])C1=CC=C(C=C1)P([O-])[O-] [1,1-biphenyl]-4,4'-diylbisphosphonite